C(#N)/C=C/C(=O)N[C@H]1CN(CCC1)CC1=CC(=NC=C1)C(=O)NC1=CC=C(C=C1)C1=CC2=C(N=CN=C2N2CCOCC2)N1 (R,E)-4-((3-(3-cyanoacrylamido)piperidin-1-yl)methyl)-N-(4-(4-morpholino-7H-pyrrolo[2,3-d]pyrimidin-6-yl)phenyl)picolinamide